P(OC[C@H](C)C1=CC(=CC=C1)OCC1CCN(CC1)C1=C(C=CC(=C1)OC)CCCC(C)(C)C)OCCC ((R)-2-(3-((1-(2-(4,4-dimethylpentyl)-5-methoxyphenyl) piperidin-4-yl) methoxy) phenyl) propyl) (ethyl methyl) phosphonite